C(C)OC1=NC=CC=C1C1=NC(=C(C=C1)OC1CC2(CN(C2)C2=C(C(=O)OC)C=C(C=C2)F)C1)C(N[C@H]1CNCC1)=O methyl (R)-2-(6-((2'-ethoxy-6-(pyrrolidin-3-ylcarbamoyl)-[2,3'-bipyridin]-5-yl)oxy)-2-azaspiro[3.3]heptan-2-yl)-5-fluorobenzoate